NC1=NC(=C(C=C1C=1C=C2CCNC(C2=CC1F)=O)C1=CC=C(C=C1)C1CCN(CC1)CCOC)F 6-(2-amino-6-fluoro-5-(4-(1-(2-methoxyethyl)piperidin-4-yl)phenyl)pyridin-3-yl)-7-fluoro-3,4-dihydroisoquinolin-1(2H)-one